2,5-di-methyl-2,5-di-(t-butylperoxy)hexane CC(C)(CCC(C)(OOC(C)(C)C)C)OOC(C)(C)C